C(C=C)N1C2=C(N(C([C@H](CC1)N)=O)C)C=CC=C2F (S)-6-allyl-3-amino-7-fluoro-1-methyl-3,4,5,6-tetrahydrobenzo[b][1,4]diazocine-2(1H)-one